O[C@H]1CC[C@@]2([C@H]3CC[C@]4([C@H]([C@@H]3CC=C2C1)CC[C@@H]4[C@@H](CCC(=O)N4CCN(CC4)C(=O)[O-])C)C)C 4-[(4R)-4-[(1R,3aS,3bS,7S,9aR,9bS,11aR)-7-hydroxy-9a,11a-dimethyl-1H,2H,3H,3aH,3bH,4H,6H,7H,8H,9H,9aH,9bH,10H,11H,11aH-cyclopenta[a]phenanthren-1-yl]pentanoyl]piperazine-1-carboxylate